FC(N1N=C(C=C1)C1=NC(=NC=C1C(F)(F)F)N[C@@H]1CC[C@H](CC1)N(C(=O)NCC)C1=NC=C(N=C1)C=1C=NC(=NC1)OC)F 1-(trans-4-((4-(1-(difluoro-methyl)-1H-pyrazol-3-yl)-5-(trifluoromethyl)pyrimidin-2-yl)amino)cyclohexyl)-3-ethyl-1-(5-(2-methoxypyrimidin-5-yl)pyrazin-2-yl)urea